C(C1=CC=CC=C1)N1N=C(C=C1C(=O)O)CC(C)(C)C 1-benzyl-3-(2,2-dimethylpropyl)-1H-pyrazole-5-carboxylic acid